FC(C=1C=C2CCNCC2=CN1)(F)F 6-(trifluoromethyl)-1,2,3,4-tetrahydro-2,7-naphthyridine